2-(4-chlorophenylmethyl)-3-(4-chlorophenyl)-6-(prop-1-en-2-yl)isoindolin-1-one ClC1=CC=C(C=C1)CN1C(C2=CC(=CC=C2C1C1=CC=C(C=C1)Cl)C(=C)C)=O